C1(CC1)NC(=O)C1=CC(=C(C=N1)COC1=CC=CC(=N1)C1=CC(=C(CC2=NC3=C(N2C[C@H]2OCC2)C=C(C=C3)C(=O)O)C=C1F)F)F (S)-2-(4-(6-((6-(cyclopropylcarbamoyl)-4-fluoropyridin-3-yl)methoxy)pyridin-2-yl)-2,5-difluorobenzyl)-1-(oxetan-2-ylmethyl)-1H-benzo[d]imidazole-6-carboxylic acid